[Cl-].CN(C=1C=CC2=NC3=CC=C(C=C3[S+]=C2C1)N(C)C)C 3,7-bis(dimethylamino)phenothiazin-5-ium chloride